diethyl-(1-(4-(5-(3-cyano-4-isopropoxyphenyl)-1,2,4-oxadiazol-3-yl)naphthalen-1-yl)methyl)azelaic acid C(C)C(C(C(=O)O)(CC1=CC=C(C2=CC=CC=C12)C1=NOC(=N1)C1=CC(=C(C=C1)OC(C)C)C#N)CC)CCCCCC(=O)O